1-((2S,5R)-4-acryloyl-2,5-dimethylpiperazin-1-yl)-6-(2-fluoro-6-hydroxyphenyl)-4-(2-isopropyl-4-methylpyridin-3-yl)-4,7,8,9-tetrahydro-3H-cyclopenta[4,5]pyrido[2,3-d]pyrimidin-3-one C(C=C)(=O)N1C[C@@H](N(C[C@H]1C)C=1C2=C(N(C(N1)=O)C=1C(=NC=CC1C)C(C)C)N=C(C1=C2CCC1)C1=C(C=CC=C1O)F)C